(R)-2-(9-(pyridine-2-yl)-6-oxaspiro[4.5]decane-9-yl)acetonitrile N1=C(C=CC=C1)[C@@]1(CCOC2(CCCC2)C1)CC#N